9-(3,5-difluorophenyl)-3,4-dihydropyrido[2,1-c][1,2,4]thiadiazine 2,2-dioxide FC=1C=C(C=C(C1)F)C1=CC=CN2C1=NS(CC2)(=O)=O